N1(N=CC=C1)C1=C(C#N)C=CN=C1 3-(1H-pyrazol-1-yl)isonicotinonitrile